F[C@H]1CN(C[C@@H]1NC1=NC(=CC=C1)C1=CN=C2N1C=C(N=C2)OC(C)C)C(=O)OC(C)(C)C tert-butyl (3S,4S)-3-fluoro-4-[[6-(6-isopropoxyimidazo[1,2-a]pyrazin-3-yl)-2-pyridyl]amino]pyrrolidine-1-carboxylate